tetrahydrofuran-2-yl-methyl mesylate S(C)(=O)(=O)OCC1OCCC1